1-Hexyl-3-propylpyridinium acetat C(C)(=O)[O-].C(CCCCC)[N+]1=CC(=CC=C1)CCC